BrC1=CC=2C(OCC3=CC=C(C=C3C=3C(=CC(=C(NS(C(=C1OC)C2)(=O)=O)C3)C(F)(F)F)F)C#N)=O 13-bromo-21-fluoro-14-methoxy-10,16,16-trioxo-19-(trifluoromethyl)-9-oxa-16λ6-thia-17-azatetracyclo[16.3.1.111,15.02,7]tricosa-1(22),2,4,6,11(23),12,14,18,20-nonaene-4-carbonitrile